C(C)(CC)[AlH]C(C)CC di-secbutylaluminum hydride